N[C@H](C(=O)NC1=CC=C(COC(=O)N(CC)COC/C(=C/CCP(=O)(OC2=CC=CC=C2)N[C@@H](C)C(=O)OCC2=CC=CC=C2)/C)C=C1)C Benzyl (((E)-5-(((((4-((S)-2-aminopropanamido)benzyl)oxy)carbonyl)(ethyl)amino)methoxy)-4-methylpent-3-en-1-yl)(phenoxy)phosphoryl)-L-alaninate